C(C)(C)(C)OC(=O)N1[C@H]([C@@](CCC1)(CO)N)CC=1C=C(C=CC1)C1=CC=CC=C1 (2S,3S)-3-amino-2-({[1,1'-biphenyl]-3-yl}methyl)-3-(hydroxymethyl)piperidine-1-carboxylic acid tert-butyl ester